2-(6-Bromo-1-methyl-1H-benzo[d]imidazol-2-yl)propan-2-ol BrC=1C=CC2=C(N(C(=N2)C(C)(C)O)C)C1